2-(2,6-dimethylphenyl)-8,8-dimethyl-7-oxo-2-azaspiro[3.5]non-5-ene-6-carbonitrile CC1=C(C(=CC=C1)C)N1CC2(C1)C=C(C(C(C2)(C)C)=O)C#N